4-Fluoro-3-(6-{[(2R,3S,7Z)-3-{[4-fluoro-3-(trifluoromethyl)phenyl]carbamoyl}-7-[(1,2-oxazol-4-yl)methylidene]bicyclo[2.2.1]heptan-2-yl]carbamoyl}-5-methoxypyridin-2-yl)benzoic acid FC1=C(C=C(C(=O)O)C=C1)C1=NC(=C(C=C1)OC)C(N[C@@H]1C\2CCC([C@@H]1C(NC1=CC(=C(C=C1)F)C(F)(F)F)=O)/C2=C/C=2C=NOC2)=O